rel-tert-butyl (1R,4R)-5-(4-methyl-3-((1-(2-(1-methyl-1H-pyrazol-4-yl)quinolin-4-yl)cyclopropyl)carbamoyl)phenyl)-2,5-diazabicyclo[2.2.1]heptane-2-carboxylate CC1=C(C=C(C=C1)N1[C@H]2CN([C@@H](C1)C2)C(=O)OC(C)(C)C)C(NC2(CC2)C2=CC(=NC1=CC=CC=C21)C=2C=NN(C2)C)=O |o1:8,11|